ClC1=CC=C(C=C1)N1C(=NN=C1C)[C@@H]1CC[C@H](CC1)OC1=NC=C(C=C1)C(F)F trans-2-((4-(4-(4-Chlorophenyl)-5-methyl-4H-1,2,4-triazol-3-yl)cyclohexyl)oxy)-5-(difluoromethyl)pyridin